2-(3,4-dimethoxyphenyl)-3-isopropyl-5-(piperidin-4-yloxy)-1H-indole COC=1C=C(C=CC1OC)C=1NC2=CC=C(C=C2C1C(C)C)OC1CCNCC1